diethyl fumarate C(\C=C\C(=O)OCC)(=O)OCC